Cl.C(C)OC(CCC=1C=C2CCNCC2=CC1)=O 3-(1,2,3,4-tetrahydroisoquinolin-6-yl)propionic acid ethyl ester hydrochloride